O=CCS\C(\NC1=C(C=CC=C1)C)=N/C(OCC)=O (Z)-Ethyl (((2-oxoethyl)thio)(o-tolylamino)methylene)carbamate